C(CC)(=O)OC(CCC(=O)O)C 4-propanoyloxyvaleric acid